C[C@H]1O[C@H](CC(C1)NC1=NC=CC2=C1C(=NN2CC2=CC=C(C=C2)OC)C=2N=CN(C2)C(C)C)C N-((2R,6S)-2,6-dimethyltetrahydro-2H-pyran-4-yl)-3-(1-isopropyl-1H-imidazol-4-yl)-1-(4-methoxybenzyl)-1H-pyrazolo[4,3-c]pyridine-4-amine